4-(3,3-dimethyl-2,3-dihydro-1,4-dioxa-5-aza-7-naphthylamino)-2-[p-(3-morpholinopropoxy)phenylamino]pyrimidine CC1(COC2=CC(=CN=C2O1)NC1=NC(=NC=C1)NC1=CC=C(C=C1)OCCCN1CCOCC1)C